C(C=C)C1CC2(OCCO2)CCC(N1)=O 7-allyl-1,4-dioxa-8-azaspiro[4.6]undecan-9-one